C1(=CC=CC=C1)C1([Se]CCCC1)CC(C1=C(C=C(C=C1OC)OC)OC)C1=CC=C(C=C1)C phenyl-(2-(p-tolyl)-2-(2,4,6-trimethoxyphenyl)ethyl)selenane